N=1C(=CN2C1N=CC=C2)C2=C1C=C(N=CC1=C(N=C2)NC)NC(=O)C2CC2 N-(5-(imidazo[1,2-a]pyrimidin-2-yl)-8-(methylamino)-2,7-naphthyridin-3-yl)cyclopropanecarboxamide